N-(3-carbamoyl-1-methyl-1H-pyrazol-4-yl)-2'-((2,2-difluoroethyl)amino)-[2,4'-bipyridine]-6-carboxamide C(N)(=O)C1=NN(C=C1NC(=O)C1=CC=CC(=N1)C1=CC(=NC=C1)NCC(F)F)C